C(=O)=C1NC(CCC1N1C(C2=CC=C(C=C2C1)C#N)=C=O)=C=O 2-(2,6-Dicarbonylpiperidin-3-yl)-1-carbonylisoindoline-5-carbonitrile